(S)-(7,8-dichloro-1-methyl-3,4-dihydropyrazino[1,2-b]indazol-2(1H)-yl)(5-methoxypyrimidin-2-yl)methanone ClC1=C(C=CC2=C3N(N=C12)CCN([C@H]3C)C(=O)C3=NC=C(C=N3)OC)Cl